5-Cyanopyridin-3-yl 3-[4-(2-aminothiazol-4-yl)-1H-1,2,3-triazol-1-yl]-3-deoxy-2-O-methyl-1-thio-α-D-galactopyranoside NC=1SC=C(N1)C=1N=NN(C1)[C@@H]1[C@H]([C@@H](SC=2C=NC=C(C2)C#N)O[C@@H]([C@@H]1O)CO)OC